C(=O)O.ClC1=C(C=CC(=C1)NC=1C=2N(C=CN1)C(=CN2)C=2C(=NN(C2)CC=2C=NN(C2)C)C(F)(F)F)C(=O)N2CCNCC2 [2-chloro-4-[[3-[1-[(1-methylpyrazol-4-yl)methyl]-3-(trifluoromethyl)pyrazol-4-yl]imidazo[1,2-a]pyrazin-8-yl]amino]phenyl]-piperazin-1-ylmethanone formate